C(#N)C1=CC(=C(COC2=CC=CC(=N2)C2CCN(CC2)CC=2N(C3=C(N2)SC(=C3)C(=O)OC)C[C@H]3OCCC3)C=C1)F methyl (S)-2-((4-(6-((4-cyano-2-fluorobenzyl)oxy)pyridin-2-yl)piperidin-1-yl)methyl)-1-((tetrahydrofuran-2-yl)methyl)-1H-thieno[2,3-d]imidazole-5-carboxylate